[Si](C)(C)(C(C)(C)C)O[C@@H](C/C=C/C(=O)N[C@@H](C(=O)OC)CC1=CC(=C(C=C1)OC)Cl)[C@@H](\C=C\C1=NC=CC=C1)C methyl (R)-2-((2E,5S,6R,7E)-5-((tert-butyldimethylsilyl)oxy)-6-methyl-8-(pyridin-2-yl)octa-2,7-dienamido)-3-(3-chloro-4-methoxyphenyl)propanoate